morpholino-5-(3-(m-tolyl)-1H-pyrazol-1-yl)pyrazolo[1,5-a]pyrimidine-2-carboxylic acid O1CCN(CC1)C=1C(=NN2C1N=C(C=C2)N2N=C(C=C2)C=2C=C(C=CC2)C)C(=O)O